3,3-difluoropropionic acid FC(CC(=O)O)F